ClC=1C(=CC(=C(C(=O)NS(=O)(=O)N2C[C@H]3OCC(N([C@@H]3CC2)C2=CC=CC=C2)=O)C1)F)OCC1CCCC1 Trans-5-chloro-4-(cyclopentylmethoxy)-2-fluoro-N-((2-oxo-1-phenylhexahydro-1H-pyrido[3,4-b][1,4]oxazin-6(7H)-yl)sulfonyl)benzamide